5-[(2S)-2-(methoxymethyl)pyrrolidin-1-yl]-2-[[3-methyl-5-(6-methyl-3-pyridyl)triazol-4-yl]methyl]pyridazin-3-one COC[C@H]1N(CCC1)C1=CC(N(N=C1)CC=1N(N=NC1C=1C=NC(=CC1)C)C)=O